1-{2-amino-2-[3-(trifluoromethyl)phenyl]ethyl}pyrrolidin-2-one NC(CN1C(CCC1)=O)C1=CC(=CC=C1)C(F)(F)F